CC(C(=O)OCCCCCCCCCCCC)(C=O)C dodecyl 2,2-dimethyl-3-oxo-propanoate